tert-butyl (3R)-3-[[8-bromo-2-(5-fluoro-3-pyridyl)pyrazolo[1,5-a][1,3,5]triazin-4-yl]-tert-butoxycarbonyl-amino]-1,2,3,4-tetrahydrocarbazole-9-carboxylate BrC=1C=NN2C1N=C(N=C2N([C@@H]2CCC=1N(C3=CC=CC=C3C1C2)C(=O)OC(C)(C)C)C(=O)OC(C)(C)C)C=2C=NC=C(C2)F